[3-(4-Chloro-phenyl)-adamantan-1-ylmethyl]-[2-(1-methyl-pyrrolidin-2-yl)-ethyl]-amine ClC1=CC=C(C=C1)C12CC3(CC(CC(C1)C3)C2)CNCCC2N(CCC2)C